ClC=1C=C(C=C(C1)Cl)C1=CC(=CC(=C1)CNC1=CC=C(C=C1)N1CCNCC1)CN1CCC(CC1)CC(=O)OC Methyl 2-(1-((3',5'-dichloro-5-(((4-(piperazin-1-yl)phenyl)amino)methyl)-[1,1-biphenyl]-3-yl)methyl)piperidin-4-yl)acetate